2-(5-fluoro-3-pyridinyl)-N-[(5R)-4,5,6,7-tetrahydro-1H-indol-5-yl]Pyrido[3,2-d]Pyrimidin-4-amine FC=1C=C(C=NC1)C=1N=C(C2=C(N1)C=CC=N2)N[C@H]2CC=1C=CNC1CC2